(R)-N-(piperidin-2-ylmethyl)-4-(7H-pyrrolo[2,3-d]pyrimidin-4-yl)-3,4-dihydro-2H-1,4-thiazine-6-carboxamide hydrochloride Cl.N1[C@H](CCCC1)CNC(=O)C1=CN(CCS1)C=1C2=C(N=CN1)NC=C2